FC(=CC=1C2=C(SC1)C=CC=C2)F 3-(2,2-difluorovinyl)benzo[b]Thiophene